[Si](C)(C)(C(C)(C)C)OCCC1=CC(=NC=C1)[Sn](CCCC)(CCCC)CCCC 4-(2-((tert-butyldimethylsilyl)oxy)ethyl)-2-(tributylstannyl)pyridine